2,6-difluoro-3-iodopyridine FC1=NC(=CC=C1I)F